lanthanum-sodium [Na].[La]